N[C@@H]1C=2C(=NC(=C(C2)C(=O)N)F)CC12CCN(CC2)C2=CN=C1C(=N2)NN=C1C1=C(C(=NC=C1)N1CCCC1)Cl (S)-5-amino-1'-(3-(3-chloro-2-(pyrrolidin-1-yl)pyridin-4-yl)-1H-pyrazolo[3,4-b]pyrazin-6-yl)-2-fluoro-5,7-dihydrospiro[cyclopenta[b]pyridine-6,4'-piperidine]-3-carboxamide